CC1=NC=C(C(=C1)C1=CC=2N(C=C1)N=C(C2)NC(=O)C2CC2)OC[C@@H]2N(CC2)CC(F)(F)F N-[5-[2-methyl-5-[[(2R)-1-(2,2,2-trifluoroethyl)azetidin-2-yl]methoxy]-4-pyridyl]pyrazolo[1,5-a]pyridin-2-yl]cyclopropanecarboxamide